C(C)N(C(=O)C1=C(OC=2N=CN=C(C21)NC2(CC2)C)C)CC2=CC=C(C=C2)OC N-ethyl-N-[(4-methoxyphenyl)methyl]-6-methyl-4-[(1-methylcyclopropyl)amino]furo[2,3-d]pyrimidine-5-carboxamide